NC1=CN=C(S1)C(=O)NC1=C(C=CC=C1C)Cl 5-amino-N-(2-chloro-6-methylphenyl)2-thiazolecarboxamide